FCCCN[C@H](C)C1=CC=CC2=CC=CC=C12 (R)-3-fluoro-N-(1-(naphthalen-1-yl)ethyl)propan-1-amine